C(C=C)(=O)NC1=C(C=CC(=C1C(=O)NCC=1C(NC(=CC1CC)C)=O)C)C1=CC=C(C=C1)N1CCOCC1 acrylamido-N-((4-ethyl-6-methyl-2-oxo-1,2-dihydropyridin-3-yl)methyl)-4-methyl-4'-morpholino-[1,1'-biphenyl]-3-carboxamide